Br\C(\CCC(=O)O)=C(/COC(C(C)C)=O)\Br.C1(CC1)COC=1C=C(C=CC1OC)C=1OC=C(N1)CCC(=O)C1=C(C=CC=C1)OCC 3-[2-(3-cyclopropylmethoxy-4-methoxyphenyl)oxazol-4-yl]-1-(2-ethoxyphenyl)propan-1-one (2E)-2,3-dibromo-4-[(2-methylpropionyl)oxy]but-2-en-1-yl-acetate